C(C1=CC=CC=C1)N1C(C=2C=CC(N(C2C=C1)CC1=CC=NC=C1)C)=O 6-benzyl-2-methyl-5-oxo-N-(pyridin-4-ylmethyl)-5,6-dihydro-1,6-naphthyridine